NC1=NC=C2N=CN(C2=N1)[C@H]1C[C@@H]([C@@H](O1)C(CCC)(OP(=O)(O)O)C)O.C(C)[Si](F)(CC)CC triethyl-fluorosilane ((2R,3S,5R)-5-(2-amino-9H-purin-9-yl)-3-hydroxytetrahydrofuran-2-yl)-methyl-butyl-hydrogenphosphate